C(O)CN.P(O)(O)=O phosphonic acid ethanolamine salt